6-(6-methylpyridin-3-yl)-1-(3,4,5-trimethoxyphenyl)-1H-indazole hydrochloride Cl.CC1=CC=C(C=N1)C1=CC=C2C=NN(C2=C1)C1=CC(=C(C(=C1)OC)OC)OC